N-(6-fluoroquinolin-8-yl)-5-(4-(methylsulfonyl)piperazin-1-yl)pyrazine-2-carboxamide FC=1C=C2C=CC=NC2=C(C1)NC(=O)C1=NC=C(N=C1)N1CCN(CC1)S(=O)(=O)C